4-(2-(2-(2-(2-aminoethoxy)ethoxy)ethoxy)ethyl)piperazine NCCOCCOCCOCCN1CCNCC1